tri(allyl) phosphate P(=O)(OCC=C)(OCC=C)OCC=C